(4-Ethyl-4-hydroxypiperidin-1-yl)(2-(2,4,5-trifluoro-3-methoxyphenyl)thiazol-5-yl)methanone C(C)C1(CCN(CC1)C(=O)C1=CN=C(S1)C1=C(C(=C(C(=C1)F)F)OC)F)O